2-[2-(4-Chlorophenyl)-5-(ethylsulfanyl)-1-methyl-1H-imidazol-4-yl]-6,6,7,7-tetrafluoro-1-methyl-6,7-dihydro-1H-[1,4]dioxino[2,3-f]benzimidazol ClC1=CC=C(C=C1)C=1N(C(=C(N1)C1=NC2=C(N1C)C=C1C(=C2)OC(C(O1)(F)F)(F)F)SCC)C